BrC1=NNC2=NC=C(C=C21)CN2CCC1=CC=C(C=C21)C(=O)NC2=CC(=C(C=C2)CN2CCN(CC2)C)C(F)(F)F 1-[(3-bromo-1H-pyrazolo[3,4-b]pyridin-5-yl)methyl]-N-[4-[(4-methylpiperazin-1-yl)methyl]-3-(trifluoromethyl)phenyl]indoline-6-carboxamide